C(C)(C)(C)C(=O)OC=1C=C(C=CC1OC(=O)C(C)(C)C)C1=NC2=CC(=CC=C2C(C1OC(=O)C(C)(C)C)=O)OC(=O)C(C)(C)C 2-(3,4-di-(tert-butylcarbonyloxy)-phenyl)-3,7-di-(tert-butylcarbonyloxy)-quinolin-4-one